[Li+].N[C@@H](CCC(=O)[O-])C(=O)[O-].[Li+] glutamic acid lithium salt